O=C1NC=C(C(N1)=O)C1=CC(=C(N=N1)C#N)[C@@H]1[C@H](C1)C#C 6-(2,4-dioxo-1,2,3,4-tetrahydropyrimidin-5-yl)-4-((1S,2S)-2-ethynylcyclopropyl)pyridazine-3-carbonitrile